2,6-dihydroxy-4'-methoxydihydrochalcone OC1C(C(=CC=C1)O)\C=C\C(=O)C1=CC=C(C=C1)OC